C12CN(CC(NC1)C2)C(=O)OC(C)(C)C tert-butyl 3,6-diazabicyclo[3.2.1]octane-3-carboxylate